C(C)N1N=CC=2C1=NC(=NC2SCC(=O)C2=CC=C(S2)CNC(CO)=O)C(F)(F)F N-((5-(2-((1-ethyl-6-(trifluoromethyl)-1H-pyrazolo[3,4-d]pyrimidin-4-yl)thio)acetyl)thiophen-2-yl)methyl)-2-hydroxyacetamide